C(C=C)(=O)OCC(C(C(=O)N1[C@@H](CCCC1)C(=O)O[C@H](CCC1=CC(=C(C=C1)OC)OC)C1=CC(=CC=C1)NC(CCC(=O)OCC=C)=O)=O)(C)C (R)-1-(3-(4-(allyloxy)-4-oxobutanamido)phenyl)-3-(3,4-dimethoxyphenyl)propyl (S)-1-(4-(acryloyloxy)-3,3-dimethyl-2-oxobutanoyl)piperidine-2-carboxylate